CC1=C(C=C(C=C1)O)B1OC(C(O1)(C)C)(C)C 4-methyl-3-(4,4,5,5-tetramethyl-1,3,2-dioxaborolan-2-yl)phenol